trans-acetamidocyclohexanol tert-butyl-(4S)-4-(4-{3-[(2S)-4-(4-amino-3-methoxybenzoyl)morpholin-2-yl]prop-1-yn-1-yl}-1-oxo-3H-isoindol-2-yl)-4-carbamoylbutanoate C(C)(C)(C)C(C(=O)OC1(CCCCC1)NC(C)=O)C[C@@H](C(N)=O)N1C(C2=CC=CC(=C2C1)C#CC[C@H]1CN(CCO1)C(C1=CC(=C(C=C1)N)OC)=O)=O